O=C1NCCC2=C1SC(=C2)C#N 7-oxo-4,5,6,7-tetrahydrothieno[2,3-c]pyridine-2-carbonitrile